C1(=CC=C(C=C1)N(C1=CC=2C(C3=CC=CC=C3C2C=C1)(C)C)C=1C=C(C(=CC1)C1=CC=C(C=C1)C1=CC=CC2=CC=CC=C12)C1=CC=CC=C1)C1=CC=CC=C1 (biphenyl-4-yl)-{4-(naphthalen-1-yl)-(1,1':2',1''-terphenyl)-4'-yl}-(9,9-dimethylfluoren-2-yl)amine